(3S)-tert-butyl 3-(((9,10-difluoro-3-methyl-7-oxo-3,7-dihydro-2H-[1,4]oxazino[2,3,4-ij]quinolin-6-yl)methyl)((2-methoxypyridin-4-yl)methyl)amino)piperidine-1-carboxylate FC=1C=C2C(C(=CN3C2=C(C1F)OCC3C)CN([C@@H]3CN(CCC3)C(=O)OC(C)(C)C)CC3=CC(=NC=C3)OC)=O